5'-acetyl-2'-methoxy-4-trifluoromethyl-1,1'-biphenyl C(C)(=O)C=1C=CC(=C(C1)C1=CC=C(C=C1)C(F)(F)F)OC